N-(5-amino-2-(2-((dimethylamino)methyl)azetidin-1-yl)-4-methoxyphenyl)acrylamide NC=1C(=CC(=C(C1)NC(C=C)=O)N1C(CC1)CN(C)C)OC